FCCCN1CC(C1)CC1=CC=C(C=C1)C1=C(CCCC2=C1C=CC(=C2)C(=O)O)C2=C(C=CC=C2)OC(F)(F)F 9-(4-((1-(3-fluoropropyl)azetidin-3-yl)methyl)phenyl)-8-(2-(trifluoromethoxy)phenyl)-6,7-dihydro-5H-benzo[7]annulene-3-carboxylic acid